2-bromo-6-chloro-7-fluoro-1-(1-propyl-1H-pyrazol-4-yl)-1H-indol BrC=1N(C2=C(C(=CC=C2C1)Cl)F)C=1C=NN(C1)CCC